1-[2-(piperidin-1-yl)ethyl]-4-[(3-trifluoromethylphenoxy)methyl]-1H-1,2,3-triazole N1(CCCCC1)CCN1N=NC(=C1)COC1=CC(=CC=C1)C(F)(F)F